(2-cyclopropylphenyl)-2,3-dihydrospiro[indene-1,3'-pyrrolidine]-3-d-3-ol C1(CC1)C1=C(C=CC=C1)N1CC2(CC1)CC(C1=CC=CC=C12)(O)[2H]